[4-methoxy-7-(4-methyl-piperazin-1-yl)-thiazolo[4,5-c]pyridin-2-yl]-amid COC1=NC=C(C2=C1N=C(S2)[NH-])N2CCN(CC2)C